2-cyclopropyl-N-[(3S)-9-fluoro-2-oxo-5-phenyl-1,3-dihydro-1,4-benzodiazepine-3-yl]-6,7-dihydro-5H-pyrazolo[5,1-b][1,3]Oxazine-3-carboxamide C1(CC1)C1=NN2C(OCCC2)=C1C(=O)N[C@@H]1C(NC2=C(C(=N1)C1=CC=CC=C1)C=CC=C2F)=O